N(N)=C1C=C2N([C@@H](CC=3C=C(C(=NC23)OC)OCCCOC)C(C)C)C=C1C(=O)NN (S)-10-Hydrazineyliden-6-isopropyl-2-methoxy-3-(3-methoxypropoxy)-5,10-dihydro-6H-pyrido[1,2-h][1,7]naphthyridin-9-carbohydrazid